CN1N=CC(=C1)C=1N=C(C=2N(C1)N=CC2)N2CC(CCC2)NC(C=C)=O N-[1-[6-(1-methylpyrazol-4-yl)pyrazolo[1,5-a]pyrazin-4-yl]-3-piperidyl]prop-2-enamide